N,N'-dimethylthiourea CNC(=S)NC